[Br-].C(C)O[Si](CCCOC1=C(C=C(C=C1)O)[P+](C(C)(C)C)(C(C)(C)C)C(C)(C)C)(OCC)OCC (2-[3-(triethoxysilyl)propoxy]-5-hydroxyphenyl)tri(tert-butyl)phosphonium bromide